NC1=C(C=2C(=NN(C2C(F)(F)F)C2CCCC2)N1C1=C(C(=CC=C1C)OC)C)C#N 5-amino-2-cyclopentyl-6-(3-methoxy-2,6-dimethylphenyl)-3-(trifluoromethyl)-2,6-dihydropyrrolo[2,3-c]pyrazole-4-carbonitrile